(Z)-4-(3,5-Difluoro-4-hydroxybenzylidene)-1,2-dimethyl-1H-imidazol-5(4H)-one FC=1C=C(\C=C\2/N=C(N(C2=O)C)C)C=C(C1O)F